N-(4-(2-methyl-8,9,10,11-tetrahydro-3H-pyrrolo[3,2-a]phenanthridin-7-yl)phenyl)methanesulfonamide CC1=CC=2C(=CC=C3N=C(C=4CCCCC4C23)C2=CC=C(C=C2)NS(=O)(=O)C)N1